4-(2-methoxypropane-2-yl)aniline COC(C)(C)C1=CC=C(N)C=C1